C[C@H]1[C@@H]([C@H]([C@H]([C@@H](O1)O[C@@H]2[C@H]([C@@H]([C@H](O[C@H]2OC3=CC(=C4C(=C3)OC(=CC4=O)C5=CC(=C(C=C5)O)O)O)CO)O)O)O)O)O The molecule is a disaccharide derivative that is luteolin substituted by a 2-O-(alpha-L-rhamnopyranosyl)-beta-D-glucopyranosyl moiety at position 7 via a glycosidic linkage. It has a role as an antibacterial agent and a metabolite. It is a neohesperidoside, a disaccharide derivative, a glycosyloxyflavone and a trihydroxyflavone. It derives from a luteolin.